FC1=CC=C(NCC2NC3CC(C2C)C3)C=C1 4-fluoro-N-({4-methyl-2-azabicyclo[3.1.1]hept-3-yl}methyl)aniline